N-(5-aminopentyl)-2-chloro-4-[[3-[4-(cyanomethoxy)-2,3-difluorophenyl]imidazo[1,2-a]pyrazin-8-yl]amino]benzamide NCCCCCNC(C1=C(C=C(C=C1)NC=1C=2N(C=CN1)C(=CN2)C2=C(C(=C(C=C2)OCC#N)F)F)Cl)=O